COCC=1C=CC=2C3N(N4C(C2C1)=CC(C(=C4)C(=O)O)=O)C4(CC3)CC4 11'-(methoxymethyl)-8'-oxo-1',2',8',13b'-tetrahydrospiro[cyclopropane-1,3'-pyrido[2,1-a]pyrrolo[1,2-c]phthalazine]-7'-carboxylic acid